CC=1SC2=C(N1)C=CC(=C2)CNC2CCOCC2 N-((2-methylbenzo[d]thiazol-6-yl)methyl)tetrahydro-2H-pyran-4-amine